3-methyl-5-(2-methyl-4-(6-(trifluoromethyl)quinazolin-2-yl)phenyl)-2-((4-methylpiperazin-1-yl)methyl)-6,7-dihydropyrazolo[1,5-a]pyrazin-4(5H)-one CC=1C(=NN2C1C(N(CC2)C2=C(C=C(C=C2)C2=NC1=CC=C(C=C1C=N2)C(F)(F)F)C)=O)CN2CCN(CC2)C